O=S1(CC(CC1)CNC(=O)C=1C(=C2C(=NC1)SC(=C2)C2=CN=CS2)NC(C)C)=O N-((1,1-Dioxidotetrahydrothiophen-3-yl)methyl)-4-(isopropylamino)-2-(thiazol-5-yl)thieno[2,3-b]pyridin-5-carboxamid